N-(4-(7-methoxyimidazo[1,2-a]pyridin-3-yl)-2-(trifluoromethyl)phenyl)-5-nitrofuran-2-carboxamide COC1=CC=2N(C=C1)C(=CN2)C2=CC(=C(C=C2)NC(=O)C=2OC(=CC2)[N+](=O)[O-])C(F)(F)F